5-chloro-4-methylpicolinamide ClC=1C(=CC(=NC1)C(=O)N)C